1-(2-methoxypropyl)-2,3-dicyclohexylguanidine COC(CNC(=NC1CCCCC1)NC1CCCCC1)C